FCCCCC=C fluorobutyl-ethylene